7-((2R,3R,4S,5R)-5-((R)-(3-chloro-4-fluorophenyl)(hydroxy)methyl)-3,4-dihydroxytetrahydrofuran-2-yl)-1,7-dihydro-4H-pyrrolo[2,3-d]pyrimidin-4-one oxime ClC=1C=C(C=CC1F)[C@H]([C@@H]1[C@H]([C@H]([C@@H](O1)N1C=CC2=C1NC=NC2=NO)O)O)O